(1R,3R)-3-((R)-3-(1-(7-cyclopropyl-3-((R)-1-(2,4-dichlorophenyl)ethyl)-3H-[1,2,3]triazolo[4,5-d]pyrimidin-5-yl)azetidin-3-yl)-piperidin-1-yl)-1-methylcyclobutane-1-carboxylic acid C1(CC1)C=1C2=C(N=C(N1)N1CC(C1)[C@@H]1CN(CCC1)C1CC(C1)(C(=O)O)C)N(N=N2)[C@H](C)C2=C(C=C(C=C2)Cl)Cl